12-nonacosenoic acid C(CCCCCCCCCCC=CCCCCCCCCCCCCCCCC)(=O)O